2-methyl-7-(7H-pyrrolo[2,3-d]pyrimidin-4-yl)-1,7-diazabicyclo[3.2.1]octan-6-one CC1N2N(C(C(CC1)C2)=O)C=2C1=C(N=CN2)NC=C1